C(C)(C)(C)OC(NC1=CC2=C(NCC(CO2)C2=CC=CC=C2)C=C1)=O (3-phenyl-2,3,4,5-tetrahydro-1,5-benzoxazepine-8-Yl)carbamic acid tert-butyl ester